S(N)(OC[C@@H]1[C@H](C[C@@H](C1)NC1=NC=NC=C1C(=O)C=1SC(=C(C1)[C@@H]1OCCC2=CC=C(C=C12)C(F)(F)F)C)O)(=O)=O [(1R,2S,4R)-2-hydroxy-4-{[5-({5-methyl-4-[(1R)-7-(trifluoromethyl)-3,4-dihydro-1H-isochromen-1-yl]-2-thienyl}carbonyl)pyrimidin-4-yl]amino}cyclopentyl]methyl sulfamate